FC1=C(C=CC=C1)N1C(C=CC1=O)=O 1-(2-fluoro-phenyl)-pyrrole-2,5-dione